FC1=CC2=C(N=C(S2)NC[C@@H]2N(C3CC([C@@H]2C)C3)C(=O)C=3N=C(SC3C3=NC=CC=N3)C)C=C1 6-fluoro-N-({(3R,4S)-4-methyl-2-[2-methyl-5-(pyrimidin-2-yl)-1,3-thiazole-4-carbonyl]-2-azabicyclo[3.1.1]hept-3-yl}methyl)-1,3-benzothiazol-2-amine